((2R,3S,5R)-5-(6-(4-(acetylthio)butanamido)-2-chloro-9H-purin-9-yl)-2-ethynyl-3-hydroxytetrahydrofuran-2-yl)methyl 2-((palmitoyloxy)methyl)benzoate C(CCCCCCCCCCCCCCC)(=O)OCC1=C(C(=O)OC[C@]2(O[C@H](C[C@@H]2O)N2C3=NC(=NC(=C3N=C2)NC(CCCSC(C)=O)=O)Cl)C#C)C=CC=C1